N1C=CC=2C1=NC(=CC2)NC=2SC(=C(N2)C)C=2C=C1CN(C(C1=C(C2)S(=O)(=O)C)=O)[C@@H](C)C2CC2 (S)-5-(2-((1H-pyrrolo[2,3-b]pyridin-6-yl)amino)-4-methyl-thiazol-5-yl)-2-(1-cyclopropylethyl)-7-(methylsulfonyl)isoindolin-1-one